C(C)O[C@H]1CC[C@H](CC1)NC1=NN2C(C=N1)=C(C=C2)C=2C=CC1=C(N(N=N1)C)C2 N-(cis-4-ethoxycyclohexyl)-5-(1-methyl-1H-benzo[d][1,2,3]triazol-6-yl)pyrrolo[2,1-f][1,2,4]triazin-2-amine